3,3-diphenyl-prop-2-enamide C1(=CC=CC=C1)C(=CC(=O)N)C1=CC=CC=C1